6-chloro-7-(pyridin-2-yl)-1H-indole-3-sulfonyl chloride ClC1=CC=C2C(=CNC2=C1C1=NC=CC=C1)S(=O)(=O)Cl